bis(2,2,2-trifluoroethyl)phosphoryl isocyanate FC(CP(=O)(CC(F)(F)F)N=C=O)(F)F